CC=1C=CC(=NC1)CN1C(=CC2=CC=CC=C12)C(=O)O 1-((5-methylpyridin-2-yl)methyl)-1H-indole-2-carboxylic acid